(1r,2s,5r)-N-((S)-2-((R)-2-aminopropionylamino)-2-phenylethyl)-2-isopropyl-5-methylcyclohexane-1-carboxamide N[C@@H](C(=O)N[C@H](CNC(=O)[C@H]1[C@@H](CC[C@H](C1)C)C(C)C)C1=CC=CC=C1)C